COC(\C(=C\OC)\C1=C(C=CC=C1)OC1=NC=NC(=C1)OC1=C(C=CC=C1)S)=O (E)-2-[2-[6-(2-sulfanylphenoxy)pyrimidin-4-yloxy]phenyl]-3-methoxyacrylic acid methyl ester